BrC=1C=C(OC2=CC=3N(C4=C(C(=C(C(=C4C3C=C2)[2H])[2H])[2H])[2H])C2=NC=CC(=C2)C(C)(C)C)C=CC1 2-(3-bromophenoxy)-9-(4-(tert-butyl)pyridin-2-yl)-9H-carbazole-5,6,7,8-d4